C(C1=CC=CC=C1)OC=1C=C(C=CC1OCC1=CC=CC=C1)OC(CC=O)=O (3,4-dibenzyloxyphenyl)-3-oxopropanoate